FC=1C(=NC=CC1)N1N=CC2(CCC2)C1 7-(3-fluoropyridin-2-yl)-6,7-diazaspiro[3.4]oct-5-ene